ClC(C(=O)N[C@@H]([C@@H](C1=CC=C(C=C1)S(=O)(=O)C)O)CF)Cl 2,2-Dichloro-N-[(1R,2S)-3-fluoro-1-hydroxy-1-(4-methylsulfonylphenyl)propan-2-yl]acetamide